3-(Cyclopentylsulfonyl)-N-(5-((1-hydroxy-2-methylpropan-2-yl)amino)-3-(6-azaspiro[2.5]octan-6-yl)pyrazin-2-yl)benzamide C1(CCCC1)S(=O)(=O)C=1C=C(C(=O)NC2=NC=C(N=C2N2CCC3(CC3)CC2)NC(CO)(C)C)C=CC1